FC1=C(CNC=2C=CC(=NC2)N2N=C(C=C2C(F)F)C2=NN(C(O2)=O)C)C(=CC=C1)F 5-(1-(5-((2,6-Difluorobenzyl)amino)pyridin-2-yl)-5-(difluoromethyl)-1H-pyrazol-3-yl)-3-methyl-1,3,4-oxadiazol-2(3H)-one